6-nitro-3-thiocyanato-1H-indole [N+](=O)([O-])C1=CC=C2C(=CNC2=C1)SC#N